O1CC(C=C1)=O FURAN-3-ONE